tert-butyl 3-[3-[(2S)-2-(hydroxymethyl) pyrrolidin-1-yl]propoxy]propanoate OC[C@H]1N(CCC1)CCCOCCC(=O)OC(C)(C)C